4-amino-N-(3,3-difluoropiperidin-1-yl)-1-methyl-N-((5-(trifluoromethyl)pyridin-2-yl)methyl)-1H-pyrazolo[4,3-c]quinoline-8-carboxamide NC1=NC=2C=CC(=CC2C2=C1C=NN2C)C(=O)N(CC2=NC=C(C=C2)C(F)(F)F)N2CC(CCC2)(F)F